7-bromo-3-ethyl-3,4-dihydropyrido[2,3-b]pyrazin-2(1H)-one BrC1=CC2=C(NC(C(N2)=O)CC)N=C1